N-(3-chloro-4-iodopyridin-2-yl)acetamide ClC=1C(=NC=CC1I)NC(C)=O